FC(C=1C=C(C=C(C1)[N+](=O)[O-])NC(=O)C1=NC(=CC=C1)C(=O)NC1=CC(=CC(=C1)[N+](=O)[O-])C(F)(F)F)(F)F N2,N6-Bis(3-trifluoromethyl-5-nitrophenyl)pyridine-2,6-dicarboxamide